FC1=C(C(=O)N[C@H](C(=O)N2CCC3(C(CN(C3)C)C3=CC=C(C=C3)F)CC2)C(C)C)C=C(C=C1)C(F)(F)F 2-fluoro-N-((2S)-1-(4-(4-fluorophenyl)-2-methyl-2,8-diazaspiro[4.5]decan-8-yl)-3-methyl-1-oxobutan-2-yl)-5-(trifluoromethyl)benzamide